FC=1C(=C(C=CC1F)C1CCN(CC1)C(=O)C1=NNC2=C1CN(CC2)C(=O)OC)C(F)(F)F methyl 3-(4-(3,4-difluoro-2-(trifluoromethyl)phenyl) piperidine-1-carbonyl)-6,7-dihydro-1H-pyrazolo[4,3-c]pyridine-5(4H)-carboxylate